((3-cyanophenyl)amino)-3-((6-methoxy-1,2-dimethyl-1,2,3,4-tetrahydroisoquinolin-7-yl)amino)-1,2,4-triazine-6-carboxamide C(#N)C=1C=C(C=CC1)NC=1N=C(N=NC1C(=O)N)NC1=C(C=C2CCN(C(C2=C1)C)C)OC